1,4-bis[2-(4-chloro-3-fluorophenoxy) acetamido]Bicyclo[2.2.2]Octane-2-yl acetate C(C)(=O)OC1C2(CCC(C1)(CC2)NC(COC2=CC(=C(C=C2)Cl)F)=O)NC(COC2=CC(=C(C=C2)Cl)F)=O